(2S,5R)-N-{[(2R,4R)-4-(Azetidin-1-ylmethyl)-pyrrolidin-2-yl]methyloxy}-7-oxo-6-(sulfooxy)-1,6-diazabicyclo[3.2.1]octane-2-carboxamide N1(CCC1)C[C@@H]1C[C@@H](NC1)CONC(=O)[C@H]1N2C(N([C@H](CC1)C2)OS(=O)(=O)O)=O